N-benzoyloxy-1-(4-phenylsulfanylphenyl)ethane-1-one-2-imine C(C1=CC=CC=C1)(=O)ON=CC(=O)C1=CC=C(C=C1)SC1=CC=CC=C1